NC1CCC(CC1)CN1C2(CC2)C(N(C1=O)COCC[Si](C)(C)C)=O 4-(((1s,4s)-4-Aminocyclohexyl)methyl)-6-((2-(trimethylsilyl)ethoxy)methyl)-4,6-diazaspiro[2.4]heptane-5,7-dione